C(#N)N1C[C@]2(CC2C1)NC(=O)C1=NNC(=C1)C1=C(C=CC=C1)SC1=CC=C(C=C1)F N-((1R)-3-Cyano-3-azabicyclo[3.1.0]hexan-1-yl)-5-(2-((4-fluorophenyl)thio)phenyl)-1H-pyrazol-3-carboxamid